3,4,5,6-tetrahydrothieno[2,3-c][1,6]naphthyridine-2(1H)-carboxylate C1C=2C3=C(CNC2CCN1C(=O)[O-])SC=C3